di-tert-butyl (2S,2'S)-2,2'-{[2-(4-tert-butylphenyl)-1H-pyrrole-1,3-diyl]bis(benzene-4,1-diyl-1H-imidazole-4,2-diyl)}dipyrrolidine-1-carboxylate C(C)(C)(C)C1=CC=C(C=C1)C=1N(C=CC1C1=CC=C(C=C1)C=1N=C(NC1)[C@H]1N(CCC1)C(=O)OC(C)(C)C)C1=CC=C(C=C1)C=1N=C(NC1)[C@H]1N(CCC1)C(=O)OC(C)(C)C